(3R,3aR,6R,6aR)-6-((5-chloro-2-((3-chloro-4-(4-methylpiperazin-1-yl)phenyl)amino)pyrimidin-4-yl)oxy)hexahydrofuro[3,2-b]furan-3-ol ClC=1C(=NC(=NC1)NC1=CC(=C(C=C1)N1CCN(CC1)C)Cl)O[C@@H]1CO[C@H]2[C@@H]1OC[C@H]2O